ClC1=C(C=CC=C1)C1=C(C(=O)OC)C=CC(=C1)OC methyl 2-(2-chlorophenyl)-4-methoxy-benzoate